7,8-dihydro-6H-imidazo[1,2-a]pyrrolo[2,3-e]pyridine-2-carbonitrile C1=C(N=C2N1C1=C(C=C2)NCC1)C#N